4-methyl-4-(3-phenyl-1,2,4-oxadiazol-5-yl)-N-{2-[4-(propan-2-yl)piperazin-1-yl]phenyl}piperidine-1-carboxamide cadmium-mercury-arsenic-lead [Pb].[As].[Hg].[Cd].CC1(CCN(CC1)C(=O)NC1=C(C=CC=C1)N1CCN(CC1)C(C)C)C1=NC(=NO1)C1=CC=CC=C1